COC1=CC(=C2C=CC(=CC2=C1)C(=O)N[C@H](COC)C)C1=CC=C(C=C1)C(F)(F)F (S)-7-Methoxy-N-(1-methoxypropan-2-yl)-5-(4-(trifluoromethyl)phenyl)-2-naphthamide